(R)-(-)-(2,2-dimethyl-1,3-dioxolan-4-yl)methanamine CC1(OC[C@H](O1)CN)C